N1=NC(=CC=C1)O PYRIDAZINOL